CN(C1=CC=C(CNC2=NS(C3=C(N2)C(=C(C=C3)F)[C@@H](C)C3=C(C=CC=C3)F)(=O)=O)C=C1)C (S)-3-((4-(dimethylamino)benzyl)amino)-6-fluoro-5-(1-(2-fluorophenyl)ethyl)-4H-benzo[e][1,2,4]thiadiazine 1,1-dioxide